2-methylene-1,3,5-trioxane C=C1OCOCO1